BrC1=CC(NC=C1)=O 4-bromopyridin-2(1H)-one